tert-Butyl ((1r,4r)-4-((4-(((tert-butyldimethylsilyl)oxy)methyl)piperidin-1-yl)sulfonyl)-cyclohexyl)carbamate [Si](C)(C)(C(C)(C)C)OCC1CCN(CC1)S(=O)(=O)C1CCC(CC1)NC(OC(C)(C)C)=O